CN(C(OC(C)(C)C)=O)C1(CC2=C(C=CS2)CC1)C tert-butyl N-methyl-N-(6-methyl-5,7-dihydro-4H-benzothiophen-6-yl)carbamate